C(C(C)(C)C)NC1CCC(CC1)N N-neopentylcyclohexane-1,4-diamine